[N+](=O)([O-])C1=CC=C(C=C1)NC(C1=NC=C(C=C1)CCCCC)=O N-(4-nitrophenyl)-5-pentylpicolinamide